3-(6-chloro-3-ethylsulfanyl-2-pyridyl)-8-(2,2,3,3,3-pentafluoropropoxy)imidazo[1,5-a]pyrazine ClC1=CC=C(C(=N1)C1=NC=C2N1C=CN=C2OCC(C(F)(F)F)(F)F)SCC